C(C1=CC=CC=C1)N1C(C2=CC=CC(=C2C1)NS(=O)(=O)C1=CC(=CC=C1)C#CC1=NOC(=C1C)C)=O N-(2-benzyl-1-oxoisoindolin-4-yl)-3-((4,5-dimethylisoxazol-3-yl)ethynyl)benzenesulfonamide